1-(4-(4-((2-fluoro-4-((2-((2,2,2-trifluoroethyl)amino)pyridin-4-yl)oxy)phenyl)amino)-7H-pyrrolo[2,3-d]pyrimidin-5-yl)piperidin-1-yl)prop-2-en-1-one FC1=C(C=CC(=C1)OC1=CC(=NC=C1)NCC(F)(F)F)NC=1C2=C(N=CN1)NC=C2C2CCN(CC2)C(C=C)=O